[Cl-].C(C=C)(=O)OCC[N+](C)(C)C 2-acryloxyethyltrimethylammonium chloride